ClC1=CC(=C(C=C1)C1CCN(CC1)C1C(NCC1)=O)F 3-[4-(4-chloro-2-fluorophenyl)piperidin-1-yl]-2-oxopyrrolidin